C(C)C1OC(OC1)=O ethyl-1,3-dioxolan-2-one